NCCC[Ti](OC)(OC)OC aminopropyltrimethoxytitanium (IV)